tert-butyl [(E)-[cyano(phenyl)methylene] amino] carbonate C(OC(C)(C)C)(O/N=C(\C1=CC=CC=C1)/C#N)=O